1-allyl-3-propyltrisulfane C(C=C)SSSCCC